P(=O)(O)(O)O.C(C)S(=O)(=O)O ethyl-sulfonate phosphate